3-(5-(3-(1,3-dioxolan-2-yl)pyrrolidin-1-yl)-3-methyl-2-oxo-2,3-dihydro-1H-benzo[d]Imidazol-1-yl)piperidine-2,6-dione O1C(OCC1)C1CN(CC1)C1=CC2=C(N(C(N2C)=O)C2C(NC(CC2)=O)=O)C=C1